ethyl 3-(7-cyclopropyl-1,4-dimethyl-1H-benzotriazol-5-yl)-3-(7-formyl-1-benzothiophen-5-yl)propanoate C1(CC1)C1=CC(=C(C2=C1N(N=N2)C)C)C(CC(=O)OCC)C=2C=C(C1=C(C=CS1)C2)C=O